C(C)C=1N=CN2C1N(C(C1=CC(=CC(=C21)C(C)NC2=C(C(=O)O)C=CC=C2)C)=O)C 2-((1-(3-ethyl-4,7-dimethyl-5-oxo-4,5-dihydroimidazo[1,5-a]quinazolin-9-yl)ethyl)amino)benzoic acid